[Si](C1=CC=CC=C1)(C1=CC=CC=C1)(C(C)(C)C)OCCONC1=C(C=CC=C1)Cl (2-((tert-Butyldiphenylsilyl)oxy)ethoxy)-2-chloroaniline